4-(5-(cyclopropylsulfonyl)-2-(((trans)-4-methylcyclohexyl)amino)phenyl)-2,6-lutidine 1-oxide C1(CC1)S(=O)(=O)C=1C=CC(=C(C1)C=1C=C([N+](=C(C1)C)[O-])C)N[C@@H]1CC[C@H](CC1)C